CS(=O)(=O)C1=NC(=CC(=N1)N1CCN(CC1)C(=O)OCC1=CC=CC=C1)NC(=O)C1=CC=CC2=CC=CC=C12 Benzyl 4-[2-methylsulfonyl-6-(naphthalene-1-carbonylamino)pyrimidin-4-yl]piperazine-1-carboxylate